2-((1-(1-(2,4-bis(trifluoromethyl)phenyl)ethyl)-1H-pyrazol-4-yl)ethynyl)-5-(pyridin-2-yl)-1,3,4-thiadiazole FC(C1=C(C=CC(=C1)C(F)(F)F)C(C)N1N=CC(=C1)C#CC=1SC(=NN1)C1=NC=CC=C1)(F)F